(2S)-2-formamido-4,4-difluoropyrrolidine-1-carboxylic acid tert-butyl ester C(C)(C)(C)OC(=O)N1[C@@H](CC(C1)(F)F)NC=O